2-[(1R,2R)-2-[2,6-di(acetoxy)-4-pentylphenyl]-4-methylcyclohex-3-en-1-yl]propan-2-En-1-yl acetate C(C)(=O)OCC(=C)[C@H]1[C@@H](C=C(CC1)C)C1=C(C=C(C=C1OC(C)=O)CCCCC)OC(C)=O